CCCCCCCCC(C)=O Decan-9-one